BrC=1C=C2C=NN(C2=C(C1)C)C1=CC(=C(C(=C1)OCOC)F)F 5-Bromo-1-(3,4-difluoro-5-(methoxymethoxy)phenyl)-7-methyl-1H-indazole